N1N=NN=C1 Tetraazole